(S)-2-amino-1-(4-(4-((3-(3-(difluoromethyl)-1-(prop-2-yn-1-yl)-1H-pyrazol-4-yl)imidazo[1,2-a]pyrazin-8-yl)amino)-2-ethylbenzoyl)piperazin-1-yl)propan-1-one N[C@H](C(=O)N1CCN(CC1)C(C1=C(C=C(C=C1)NC=1C=2N(C=CN1)C(=CN2)C=2C(=NN(C2)CC#C)C(F)F)CC)=O)C